3',5'-dibromo-2-(methyl-d3)-1,1'-biphenyl BrC=1C=C(C=C(C1)Br)C1=C(C=CC=C1)C([2H])([2H])[2H]